methyl (S)-2-(3-((tert-butoxycarbonyl)amino)-2-oxopyridin-1(2H)-yl)pent-4-ynoate C(C)(C)(C)OC(=O)NC=1C(N(C=CC1)[C@H](C(=O)OC)CC#C)=O